O=C1NC(CCC1N1CC2=CC=C(C=C2C1=O)CNC(OCC1CN(CC1)C(C)=O)=O)=O (1-acetylpyrrolidin-3-yl)methyl N-{[2-(2,6-dioxopiperidin-3-yl)-3-oxo-2,3-dihydro-1H-isoindol-5-yl]methyl}carbamate